2-fluoro-5-methoxy-N-(7-methyl-7-azaspiro[3.5]non-2-yl)benzamide FC1=C(C(=O)NC2CC3(C2)CCN(CC3)C)C=C(C=C1)OC